N-(5-(2-(((1r,4r)-4-aminocyclohexyl)amino)-8-ethylquinazolin-6-yl)-3-fluoropyridin-2-yl)-2-chlorobenzene-sulfonamide NC1CCC(CC1)NC1=NC2=C(C=C(C=C2C=N1)C=1C=C(C(=NC1)NS(=O)(=O)C1=C(C=CC=C1)Cl)F)CC